COCOC1=C(C=CC(=C1)C1=CC2=CN(N=C2C=C1)C)C1=CC=C(N=N1)C1CN(C1)C(=O)OC(C)(C)C tert-butyl 3-(6-(2-(methoxymethoxy)-4-(2-methyl-2H-indazol-5-yl)phenyl)pyridazin-3-yl)azetidine-1-carboxylate